OC1=CC=C(C2=CC=CC=C12)S(=O)(=O)[O-].[Na+] sodium 4-hydroxy-1-naphthalenesulfonate